C(C)(=O)O[C@@H]1[C@H](O[C@H]([C@@H]([C@H]1OC(C)=O)OC(C)=O)OC1=C(C=C(C=C1)COC(=O)OC1=CC=C(C=C1)[N+](=O)[O-])C(NCCNC(COC1C#CCCCCC1)=O)=O)C(=O)OC Methyl (2S,3S,4S,5R,6S)-3,4,5-tris(acetyloxy)-6-[2-({2-[2-(cyclooct-2-yn-1-yloxy)acetamido]ethyl}carbamoyl)-4-{[(4-nitrophenoxycarbonyl)oxy]methyl}phenoxy]oxane-2-carboxylate